[Cl-].[Cl-].N1(C=NC=C1)CCCCN1C=NC=C1 1,4-bis(imidazol-1-yl)butane dichloride